NC=1C(=NN(C1)C1CCC(CC1)CN1CCC(CC1)OCC1CCN(CC1)C1=C2C(N(C(C2=CC=C1)=O)C1C(NC(CC1)=O)=O)=O)C(F)F 4-[4-[[1-[[4-[4-Amino-3-(difluoromethyl)pyrazol-1-yl]cyclohexyl]methyl]-4-piperidyl]oxymethyl]-1-piperidyl]-2-(2,6-dioxo-3-piperidyl)isoindoline-1,3-dione